C(C)(C)(C)C1=C(C=C(C(=C1)C(C)(C)C)N)O 2,4-di-tert-butyl-5-aminophenol